CC1(CN(CCC1)C=1OC2=C(C=C(C=C2C(C1)=O)C)C(C)NC1=C(C(=O)O)C=CC=C1)C 2-((1-(2-(3,3-dimethylpiperidin-1-yl)-6-methyl-4-oxo-4H-chromen-8-yl)ethyl)amino)benzoic acid